Tetrahydropyran-2-ol hydrochloride Cl.O1C(CCCC1)O